3-fluoro-4-((4-(1-(tetrahydro-2H-pyran-4-yl)-1H-pyrazol-4-yl)-5-(trifluoromethyl)pyrimidin-2-yl)amino)benzenesulfonamide FC=1C=C(C=CC1NC1=NC=C(C(=N1)C=1C=NN(C1)C1CCOCC1)C(F)(F)F)S(=O)(=O)N